C(CCCCCCCCCCC)OS(=O)(=O)C1=CC=CC=C1.[Na] SODIUM DODECYLBENZENESULFONATE